C1(=CC=C(C=C1)NC(=O)C1=C(C(=O)O)C=CC=C1)C1=CC=CC=C1 2-([1,1-biphenyl]-4-yl-carbamoyl)benzoic acid